N[C@@H]1CN(CCC1)C1=C(C=NC(=C1)NC1=NC(=NC=C1)C1=C(C=CC=C1OC)F)C=1C=C2CCC(NC2=C(C1)C)=O (S)-6-(4-(3-aminopiperidin-1-yl)-6-((2-(2-fluoro-6-methoxyphenyl)pyrimidin-4-yl)amino)pyridin-3-yl)-8-methyl-3,4-dihydroquinolin-2(1H)-one